ClC=1C=C2C=NN(C2=CC1N1CCN(CC1)C1(C(COC1)O)C)C=1C=NN(C1)C1C(C1)(F)F 4-(4-{5-chloro-1-[1-(2,2-difluorocyclopropyl)-1H-pyrazol-4-yl]-1H-indazol-6-yl}piperazin-1-yl)-4-methyloxolan-3-ol